O(CCOC1=CC(=C(C=C1OC)CO)[N+](=O)[O-])CCOC1=CC(=C(C=C1OC)CO)[N+](=O)[O-] (((oxybis(ethane-2,1-diyl))bis(oxy))bis(5-methoxy-2-nitro-4,1-phenylene))dimethanol